OC1=C(C2=CC=CC=C2C=C1)CNC1=C(C(=O)O)C=CC=C1 2-(((2-hydroxynaphthalen-1-yl)methyl)amino)benzoic acid